1-naphthylmethyl-methyl-p-hydroxyphenyl-sulfonium C1(=CC=CC2=CC=CC=C12)C[S+](C1=CC=C(C=C1)O)C